ClC1=C(C2=C(C(=N1)CCC#N)C(=NN2C2CC2)C2C1CN(CC21)C(=O)OC(C)(C)C)F tert-butyl 6-[6-chloro-4-(2-cyanoethyl)-1-cyclopropyl-7-fluoro-pyrazolo[4,3-c]pyridin-3-yl]-3-azabicyclo[3.1.0]hexane-3-carboxylate